tert-butyl (3R)-3-[7-amino-3-(2-fluoro-6-methyl-phenyl)-2-oxo-4H-pyrimido[4,5-d]pyrimidin-1-yl]azepane-1-carboxylate NC1=NC=C2C(=N1)N(C(N(C2)C2=C(C=CC=C2C)F)=O)[C@H]2CN(CCCC2)C(=O)OC(C)(C)C